6-bromo-3-oxo-3H-spiro[isobenzofuran-1,4'-piperidine]-1'-carboxylic acid tert-butyl ester C(C)(C)(C)OC(=O)N1CCC2(CC1)OC(C1=CC=C(C=C12)Br)=O